BrCC(=C)C1=CC(=C(C=C1)Cl)F 4-(3-Bromoprop-1-en-2-yl)-1-chloro-2-fluorobenzene